tert-butyl (3aS,7aR)-5-indolin-4-yl-3,3a,4,6,7,7a-hexahydro-2H-pyrrolo[3,2-c]pyridine-1-carboxylate N1CCC2=C(C=CC=C12)N1C[C@H]2[C@@H](CC1)N(CC2)C(=O)OC(C)(C)C